P(O)(O)N.C1=CC=CC=2C#CCCC3=C(C21)C=CC=C3 dibenzo-cyclooctyne phosphoramidite